FC1([C@@H]([C@@H](N(C1)C(=O)C1(CCC1)O)CC=1C(=C(C=CC1)C1=CC=CC=C1)F)NS(=O)(=O)CC)F N-[(2S,3R)-4,4-difluoro-2-[(2-fluoro[1,1'-biphenyl]-3-yl)methyl]-1-(1-hydroxy-cyclobutane-1-carbonyl)pyrrolidin-3-yl]-ethanesulfonamide